COC[C@H]1C[C@@H]2N(C([C@H](CC1)NC([C@H](C)NC)=O)=O)[C@@H](CC2)C(=O)N[C@@H]2CCCC1=CC=CC=C21 (3S,6S,9R,10aR)-9-(methoxymethyl)-6-((S)-2-(methylamino)propanamido)-5-oxo-N-((R)-1,2,3,4-tetrahydronaphthalen-1-yl)decahydropyrrolo[1,2-a]azocine-3-carboxamide